C(N)(=O)[C@@H]1C[C@@]2(CN1C(CCC1CC1)=O)C(NC1=C(O2)C(=CC=C1)C#N)=O (S)-1-((2R,5'S)-5'-carbamoyl-8-cyano-3-oxo-3,4-dihydrospiro[benzo[b][1,4]oxazine-2,3'-pyrrolidin]-1'-yl)-3-cyclopropyl-1-oxopropan